Cl.C1(CC1)CONC1=CC=C(C=C1)OC(F)F (cyclopropylmethoxy)-4-(difluoromethoxy)aniline hydrochloride